CN(C=1C=C(C=CC1)C1=NN2C(N=CC(=C2)CNC(OC(C)(C)C)=O)=C1)C 1-Tert-butyl ((2-(3-(dimethylamino)phenyl)pyrazolo[1,5-a]pyrimidin-6-yl)methyl)carbamate